uridine disodium diphosphate salt [O-]P([O-])(=O)OP(=O)(O)O.[Na+].[Na+].[C@@H]1([C@H](O)[C@H](O)[C@@H](CO)O1)N1C(=O)NC(=O)C=C1